C(C)(C)(C)OC(=O)NCCNC(=O)C1CCN(CC1)C=1SC=C(N1)C(=O)O 2-(4-((2-((tert-butoxycarbonyl)amino)ethyl)carbamoyl)piperidin-1-yl)thiazole-4-carboxylic acid